CC1=CC(=CC=C1)C2=C(SC(=N2)C3=CC=C(C=C3)S(=O)(=O)C)C4=CC(=NC=C4)NCCC5=CC=CC=C5 n-[4-[4-(3-methylphenyl)-2-(4-methylsulfonylphenyl)-1,3-thiazol-5-yl]-2-pyridyl]-N-(2-phenylethyl)amine